2,6-di-tert-butyl-α-dimethylamino-p-cresol CC(C)(C)C1=CC(=CC(=C1O)C(C)(C)C)CN(C)C